COC(C=1C=CC(=NC1)C(=O)NC=1C(=C(C=CC1)C1=C(C(=CC=C1)NC(=O)C1=CC=C(C=N1)CN1[C@@H](CCCC1)C(=O)OC)C)C)OC methyl (S)-1-((6-((3'-(5-(dimethoxymethyl)picolinamido)-2,2'-dimethyl-[1,1'-biphenyl]-3-yl)carbamoyl)pyridin-3-yl)methyl)piperidine-2-carboxylate